quinoline-3-Formonitrile N1=CC(=CC2=CC=CC=C12)C#N